N-[(4E)-3,4-dihydro(3,3,5,6,7,8-2H6)-2H-1-benzopyran-4-ylidene]hydroxylamine O1CC(/C(/C2=C1C(=C(C(=C2[2H])[2H])[2H])[2H])=N\O)([2H])[2H]